C(C1=CC=CC=C1)OC1=C(OCC(=O)C2=C(C=C(C=C2)OC)F)C=CC(=C1)CN1C=NC=2C1=NC=C(C2)C=2C(=NN(C2)C)C 2-(2-(benzyloxy)-4-((6-(1,3-dimethyl-1H-pyrazol-4-yl)-3H-imidazo[4,5-b]pyridin-3-yl)methyl)phenoxy)-1-(2-fluoro-4-methoxyphenyl)ethan-1-one